C(N)(=O)C1(CCCC1)N(C(OC(C)(C)C)=O)C tert-butyl (1-carbamoylcyclopentyl)(methyl)carbamate